FC1(OC2=C(O1)C=CC(=C2)C(C2=CC(=C1C=CC=NC1=C2O)C)NC(=O)C2CC1(CC(C1)C(=O)O)C2)F 6-(((2,2-difluorobenzo[d][1,3]dioxol-5-yl)(8-hydroxy-5-methylquinolin-7-yl)methyl)carbamoyl)spiro[3.3]heptane-2-carboxylic acid